CC=1C=C2C(=NC1)CC(C2=O)(C)C 3,6,6-trimethyl-6,7-dihydro-5H-cyclopenta[b]pyridin-5-one